C(C)(C)(C)OC(=O)N[C@@H]1C(N(C(C1)=O)C(=O)OCC1=CC=CC=C1)=O Benzyl (S)-3-((tert-butoxycarbonyl)amino)-2,5-dioxopyrrolidine-1-carboxylate